COC1=CC=C(C=C1)C1C2=CC=CC=C2SC=2C=CC=CC12 9-(4-methoxyphenyl)-9H-thioxanthene